(S)-4-{9-[(2R,3R,4S,5R)-3,4-Dihydroxy-5-(hydroxymethyl)tetrahydrofur-2-yl]-6-oxo-1,9-dihydropurin-2-ylamino}-3-amino-4-oxobutyramide O[C@H]1[C@@H](O[C@@H]([C@H]1O)CO)N1C=2N=C(NC(C2N=C1)=O)NC([C@H](CC(=O)N)N)=O